The molecule is a trans,trans-2,3,4,5-tetradehydroacyl-CoA(4-) arising from deprotonation of the phosphate and diphosphate OH groups of trans,trans-octa-2,4-dienoyl-CoA; major species at pH 7.3. It is a 6-saturated-trans,trans-2,4-dienoyl-CoA(4-) and an acyl-CoA(4-). It is a conjugate base of a trans,trans-octa-2,4-dienoyl-CoA. CCC/C=C/C=C/C(=O)SCCNC(=O)CCNC(=O)[C@@H](C(C)(C)COP(=O)([O-])OP(=O)([O-])OC[C@@H]1[C@H]([C@H]([C@@H](O1)N2C=NC3=C(N=CN=C32)N)O)OP(=O)([O-])[O-])O